tert-Amylhydroperoxid C(C)(C)(CC)OO